FC=1C(=NC(=NC1)NC1CCN(CC1)S(=O)(=O)C)C1=CN=C2N1C=C(C=C2)C2=CC=CC=C2 5-Fluoro-N-(1-(methylsulfonyl)piperidin-4-yl)-4-(6-phenylimidazo[1,2-a]pyridin-3-yl)pyrimidin-2-amin